ethyl [2,4,6-trimethylbenzoyl]phenylphosphinate CC1=C(C(=O)P(OCC)(=O)C2=CC=CC=C2)C(=CC(=C1)C)C